3-((3-(ethoxymethyl)-3-(2-(4-methylthiophen-2-yl)ethyl)pyrrolidin-1-yl)methyl)pyridine C(C)OCC1(CN(CC1)CC=1C=NC=CC1)CCC=1SC=C(C1)C